SCCC(=O)[O-] 3-Mercaptopropanoate